BrCCC(CCCCC)Br 1,3-dibromooctane